C(C1=CC=CC=C1)NC1=NC(=NN2C1=CC=C2C2CN(CCC2)CCF)N2C(=CC=1C(=CC=CC21)C(=O)N)C 1-(4-(benzylamino)-7-(1-(2-fluoroethyl)piperidin-3-yl)pyrrolo[2,1-f][1,2,4]triazin-2-yl)-2-methyl-1H-indole-4-carboxamide